9-oxo-2-(trifluoromethyl)-9H-indeno[2,1-d]Pyrimidine-7-carboxylic acid methyl ester COC(=O)C1=CC=2C(C=3N=C(N=CC3C2C=C1)C(F)(F)F)=O